COC=1C=C2C(=CNC2=CC1)CC([2H])([2H])N1CCCC1 5-methoxy-3-(2-(pyrrolidin-1-yl)ethyl-2,2-d2)-1H-indole